C(C1=CC=CC=C1)[N+]1=CC(=CC(=C1)F)CC#N 2-(1-benzyl-5-fluoro-pyridin-1-ium-3-yl)acetonitrile